FC1=CC=C(C=N1)C1=CC=C2C(=CC(OC2=C1)=O)OCCCN1CCC(CC1)NC 7-(6-Fluoropyridin-3-yl)-4-(3-(4-(methylamino)piperidin-1-yl)propoxy)-2H-chromen-2-one